C(CCC)N(N(C)C(=O)C1CC1)C([2H])([2H])C1=C(C=C(C=C1)C(F)(F)F)F butyl-2-(cyclopropanecarbonyl)-1-((2-fluoro-4-(trifluoromethyl)phenyl)methyl-d2)-2-methylhydrazine